C1(CCC1)C(CN(CC(=O)OC)C(C#C)=O)C1=CC=CC=C1 methyl 2-[(2-cyclobutyl-2-phenyl-ethyl)-prop-2-ynoyl-amino]acetate